4,4,5,5-tetraphenyl-2-((3,3',5,5'-tetra-tert-butyl-2'-((dichlorophosphino)oxy)-[1,1'-biphenyl]-2-yl)oxy)-1,3,2-dioxaphospholane C1(=CC=CC=C1)C1(OP(OC1(C1=CC=CC=C1)C1=CC=CC=C1)OC1=C(C=C(C=C1C(C)(C)C)C(C)(C)C)C1=C(C(=CC(=C1)C(C)(C)C)C(C)(C)C)OP(Cl)Cl)C1=CC=CC=C1